C[C@@H]1C2=CN=CC(C3=NNC=4C=CC(O[C@H](COCCO1)C)=CC34)=C2 (7R,13S)-7,13-dimethyl-8,11,14-trioxa-4,19,20-triazatetracyclo[13.5.2.12,6.018,21]tricosa-1(20),2(23),3,5,15(22),16,18(21)-heptaene